ClC1=C(C(=CC(=C1)F)Cl)C1=CC=C(C2=C1OCCCO2)C[C@@H](C(=O)OC)NC(C2=C(C=CC=C2F)F)=O methyl (S)-3-(9-(2,6-dichloro-4-fluorophenyl)-3,4-dihydro-2H-benzo[b][1,4]dioxepin-6-yl)-2-(2,6-difluorobenzamido)propanoate